ClN1C2(N3C(=CC=CC3=O)C1=O)CCCC2 chloro-1'H-spiro[cyclopentane-1,3'-imidazo[1,5-a]pyridine]-1',5'(2'H)-dione